N[C@@H]1CC[C@H](CC1)OC1=CC=C2C(CC(C=3C(=NC=NC23)N)(C)C)=C1NC1CC1 8-(trans-4-aminocyclohexyloxy)-N7-cyclopropyl-5,5-dimethyl-6H-benzo[H]quinazoline-4,7-diamine